C=C1CC(CCC1)=C 1,3-dimethylencyclohexan